CC(C)(\C=C\S(N)(=O)=O)NC(OC(C)(C)C)=O tert-butyl (E)-(2-methyl-4-sulfamoylbut-3-en-2-yl)carbamate